2-fluorophenyl-2-(4-((2-methoxy-2-oxoethyl)carbamoyl)piperidin-1-yl)thiazole-5-carboxylic acid FC1=C(C=CC=C1)C=1N=C(SC1C(=O)O)N1CCC(CC1)C(NCC(=O)OC)=O